C(C)(=O)C=1C=C2C(=CC=NC2=CC1OC)OC1=CC=C(C=C1)NC(=O)C1(CC1)C(=O)NC1=CC=C(C=C1)F 1-N-[4-(6-acetyl-7-methoxyquinolin-4-yl)oxyphenyl]-1-N'-(4-fluorophenyl)cyclopropane-1,1-dicarboxamide